C(C)(C)(C)OC(=O)N1CC2=C(C=C(C=C2CC1)C(N(C)C)=O)Br 8-bromo-6-(dimethylcarbamoyl)-3,4-dihydroisoquinoline-2(1H)-carboxylic acid tert-butyl ester